C12CN(CC(CC1)N2)C2=CC(=C(CCNC(=O)C1=C(C=3C(=NC=C(C3)F)S1)N)C=C2F)F N-(4-(3,8-diazabicyclo[3.2.1]octan-3-yl)-2,5-difluorophenethyl)-3-amino-5-fluorothieno[2,3-b]pyridine-2-carboxamide